C(#C)C1(CC(C1)(F)F)NC(OC(C)(C)C)=O tert-butyl (1-ethynyl-3,3-difluorocyclobutyl)carbamate